OC1CCC(CC1)NC(OCCCC)=O butyl ((7r,4r)-4-hydroxycyclohexyl)carbamate